C(C)(C)(C)C1=CC=CC=C1 tert.-butylbenzene